(1,1,1-trifluoro-2-propyl)-2-ethylpiperidinyldimethoxysilane FC(C(C)[Si](OC)(OC)N1C(CCCC1)CC)(F)F